ClC=1C=C2C=NNC2=CC1[C@@H]1[C@H](CNCC1)F |o1:10| (R,R or S,S)-5-chloro-6-(3-fluoropiperidin-4-yl)-1H-indazole